monoethylyl ether C1CO1